C(C)(C)(C)NCC1=NC2=C(C=CC=C2C=C1)NS(=O)(=O)C1=CC=C(C=C1)C(F)(F)F N-(2-((tert-Butylamino)methyl)quinolin-8-yl)-4-(trifluoromethyl)benzenesulfonamide